2-((1,3-dimethylpiperidin-4-yl)methyl)-5-((S)-5-methyl-3,4,5,6-tetrahydropyridin-2-yl)benzo[d]thiazole CN1CC(C(CC1)CC=1SC2=C(N1)C=C(C=C2)C2=NC[C@H](CC2)C)C